2-((2-(2,6-dioxopiperidin-3-yl)-6-fluoro-1-oxoisoindolin-5-yl)amino)-acetic acid O=C1NC(CCC1N1C(C2=CC(=C(C=C2C1)NCC(=O)O)F)=O)=O